CSCCC1C(NC(N1)=O)=O 5-[2-(methylthio)ethyl]hydantoin